6-methoxy-2-(5-methyloxazol-2-yl)-7-(3-(pyrrolidin-1-yl)propoxy)-N-(tetrahydro-2H-pyran-3-yl)quinazolin-4-amine COC=1C=C2C(=NC(=NC2=CC1OCCCN1CCCC1)C=1OC(=CN1)C)NC1COCCC1